C12(CCC(CC1)C2)C(C)(C)OC(=O)C2C1C3C4C=CC(C3C(C2)C1)C4 8-(2-norbornyl-2-propoxycarbonyl)-tetracyclo[4.4.0.12,5.17,10]-3-dodecene